COC=1C=C(C=C(C1OC)OC)C=1N2C(C=3C=CC=CC3C1)=C1C=CC=CC1=N2 6-(3,4,5-Trimethoxyphenyl)indazolo[3,2-a]isoquinoline